4,6-DIMETHYL-3-INDOLECARBOXALDEHYDE CC1=C2C(=CNC2=CC(=C1)C)C=O